C(C)NC1=CC=C(C(=O)Cl)C=C1 4-(ethylamino)benzoyl chloride